C1(CC12CNCC2)C(=O)O 5-Azaspiro[2.4]heptane-1-carboxylic acid